(R)-2-chloro-5-((1-(2-cyano-3-(4,4-difluoropiperidin-yl)-7-methylquinoxalin-5-yl)ethyl)amino)thiazole-4-carboxylic acid ClC=1SC(=C(N1)C(=O)O)N[C@H](C)C1=C2N=C(C(=NC2=CC(=C1)C)C#N)N1CCC(CC1)(F)F